4-((S)-1-((S)-1-((1-(3-cyano-5-fluorobenzyl)-2-methyl-1H-imidazol-4-yl)amino)-1-oxopropan-2-yl)-4,4-difluoropiperidin-3-yl)pyridine 1-oxide C(#N)C=1C=C(CN2C(=NC(=C2)NC([C@H](C)N2C[C@@H](C(CC2)(F)F)C2=CC=[N+](C=C2)[O-])=O)C)C=C(C1)F